N-(2-((ethyl-d5)thio)-4-(6-fluoro-3,4-dihydroisoquinolin-2(1H)-yl)-6-methylphenyl)-3,3-dimethylbutylamine C(C([2H])([2H])[2H])(SC1=C(C(=CC(=C1)N1CC2=CC=C(C=C2CC1)F)C)NCCC(C)(C)C)([2H])[2H]